butyl 3-(5-(4-(pyridin-2-ylcarbamoyl)phenyl)quinazolin-8-yl)piperidine-1-carboxylate N1=C(C=CC=C1)NC(=O)C1=CC=C(C=C1)C1=C2C=NC=NC2=C(C=C1)C1CN(CCC1)C(=O)OCCCC